4-(4-Acryloylpiperazin-1-yl)-7-(2-amino-7-fluorobenzo[d]thiazol-4-yl)-6-chloro-8-fluoro-2-(2-Methyl-1,2,3,4-tetrahydroisoquinolin-5-yl)quinoline-3-carbonitrile C(C=C)(=O)N1CCN(CC1)C1=C(C(=NC2=C(C(=C(C=C12)Cl)C1=CC=C(C2=C1N=C(S2)N)F)F)C2=C1CCN(CC1=CC=C2)C)C#N